4-[3-[4-(4-bromophenyl)phenyl]-5-(6-chloro-2-oxo-4-phenyl-1H-quinolin-3-yl)-3,4-dihydropyrazol-2-yl]-4-oxo-butanoic acid BrC1=CC=C(C=C1)C1=CC=C(C=C1)C1N(N=C(C1)C=1C(NC2=CC=C(C=C2C1C1=CC=CC=C1)Cl)=O)C(CCC(=O)O)=O